N-(6-(Difluoromethyl)-2-((1r,4r)-4-(hydroxymethyl)cyclohexyl)-2H-indazol-5-yl)picolinamide lead [Pb].FC(C=1C(=CC2=CN(N=C2C1)C1CCC(CC1)CO)NC(C1=NC=CC=C1)=O)F